ClC1=C(C(=O)NC2=C3C=NN(C3=CC=C2)C=2C=NC(=CC2)C(F)(F)F)C(=CC=C1CNC(C(C)(C)C)=O)Cl 2,6-dichloro-3-{[(2,2-dimethylpropanoyl)amino]methyl}-N-{1-[6-(trifluoromethyl)pyridin-3-yl]-1H-indazole-4-yl}benzamide